Di-Tert-Butyl 2-((2-Chloro-4-Methyl-6-(Trifluoromethyl)Pyridin-3-Yl)Methyl)Piperazine-1,4-Dicarboxylate ClC1=NC(=CC(=C1CC1N(CCN(C1)C(=O)OC(C)(C)C)C(=O)OC(C)(C)C)C)C(F)(F)F